2,3-bis(bromomethyl)quinoxaline BrCC1=NC2=CC=CC=C2N=C1CBr